OCCCNCC(C(C)C)NC(OCC1=CC=CC=C1)=O benzyl (1-((3-hydroxypropyl)amino)-3-methylbutan-2-yl)carbamate